BrC1=CC=C(S1)C=1N(C(C2=C(N(C(C21)=O)CC(CCCC)CC)C=2SC(=CC2)Br)=O)CC(CCCC)CC 3,6-bis(5-bromothiophene-2-yl)-2,5-bis(2-ethylhexyl)-2,5-dihydropyrrolo[3,4-c]pyrrole-1,4-dione